C(C)(C)NC1=NC2=CC=CC=C2C=C1 N-isopropylquinolin-2-amine